FC=1C=C(C(=O)NCC2CCC(CC2)C(=O)O)C=C(C1OCC1=CC=C(C=C1)OC)F (1r,4r)-4-({3,5-difluoro-4-[(4-methoxyphenyl)methoxy]benzamido}methyl)cyclohexane-1-carboxylic acid